2-iodoethoxymethylbenzene ICCOCC1=CC=CC=C1